S(=O)(=O)(OC=CC)[O-] propenyl sulfate